(R)-5-ethynyl-2-(1-methyl-5-(piperidin-3-ylamino)-1H-imidazo[4,5-b]pyridin-2-yl)phenol C(#C)C=1C=CC(=C(C1)O)C=1N(C=2C(=NC(=CC2)N[C@H]2CNCCC2)N1)C